3-(4-hydroxyphenyl)-3-(4-hydroxypiperidin-1-yl)-7-(trifluoromethyl)indolin-2-one OC1=CC=C(C=C1)C1(C(NC2=C(C=CC=C12)C(F)(F)F)=O)N1CCC(CC1)O